B(F)(F)F.CP([O-])(=O)C.[Li+] lithium dimethylphosphinate boron trifluoride